The molecule is a phosphatidylcholine 32:0 in which the acyl group specified at positions 1 and 2 are myristoyl and stearoyl respectively. It is a phosphatidylcholine 32:0 and a tetradecanoate ester. It derives from an octadecanoic acid. CCCCCCCCCCCCCCCCCC(=O)O[C@H](COC(=O)CCCCCCCCCCCCC)COP(=O)([O-])OCC[N+](C)(C)C